tert-butyl-2-chloro-1,1'-biphenyl C(C)(C)(C)C=1C(=C(C=CC1)C1=CC=CC=C1)Cl